(butyloxy)ethylene C(CCC)OC=C